(±)-cis-benzyl 3-hydroxycyclopentane-1-carboxylate O[C@H]1C[C@H](CC1)C(=O)OCC1=CC=CC=C1 |r|